FC(CNC[C@H]1NC([C@H](SCC1)C1=CC(=CC=C1)C1=C(C=CC=C1)C(F)(F)F)=O)(F)F (2R,5S)-5-[(2,2,2-trifluoroethylamino)methyl]-2-[3-[2-(trifluoromethyl)phenyl]phenyl]-1,4-thiazepan-3-one